FCCCC(=O)C1=CC=C(C=C1)F 4-fluoro-1-(4-fluorophenyl)butane-1-one